2-(2-chloro-4-phenoxyphenyl)-7-[4-(prop-2-enoyl)piperazin-1-yl]-4,5,6,7-tetrahydro-2H-pyrazolo[4,3-b]pyridine-3-carboxamide ClC1=C(C=CC(=C1)OC1=CC=CC=C1)N1N=C2C(NCCC2N2CCN(CC2)C(C=C)=O)=C1C(=O)N